C1=C(C=CC=2OC3=C(C21)C=CC=C3)C3=CC=C(C=C3)N(C=3C2=CC=CC=C2C=2C=CC=CC2C3)C3=CC=C(C=C3)C3=CC=CC2=CC=CC=C32 4-(dibenzofuran-2-yl)phenyl-4-(naphthalene-1-yl)phenyl-phenanthren-9-yl-amine